C(C)O[Si](CCCC(C(=O)N)(C(=O)N)CCC[Si](OCC)(OCC)OCC)(OCC)OCC bis[3-(triethoxysilyl)propyl]malonamide